6-methylpyridazine-3-thiol CC1=CC=C(N=N1)S